tert-Butyl (4-(N-(ethoxycarbonyl)carbamimidoyl)benzyl)carbamate C(C)OC(=O)NC(=N)C1=CC=C(CNC(OC(C)(C)C)=O)C=C1